(S)-2-phenyl-2-(piperidin-1-yl)cyclohexan-1-one C1(=CC=CC=C1)[C@@]1(C(CCCC1)=O)N1CCCCC1